C(C1=CC=CC=C1)OC1=NC2=CN=C(C=C2C=C1)C(=O)O (benzyloxy)-1,7-naphthyridine-6-carboxylic acid